4'-(2-ethoxymethoxy)-2',6'-dimethyl-[1,1'-biphenyl] CCOCOC1=CC(=C(C(=C1)C)C1=CC=CC=C1)C